FC(C(=O)O)(F)F.N=1C2=C(CC(=CC1)C(=O)N)C=CC(=C2)C(=O)N benzo[b]azepine-4,8-dicarboxamide trifluoroacetate salt